hexahydro-3aH-azetidino[1,2-a][1,3]dioxolo[4,5-f][1,4]diazocine-5(4H)-carboxamide O1COC2CN(CC3N(CC21)CC3)C(=O)N